O(C1=CC=CC=C1)C(O)C(O)CO Phenoxy-Glycerol